COC=1C(=CC=2C(=C3C(=NC2C1)CCC3)N[C@H]3CCNCCC3)OC (4R)-N-{6,7-dimethoxy-1H,2H,3H-cyclopenta[b]quinolin-9-yl}azepan-4-amine